C(C)N(C1=CC=C(C=C1)C1=NC2=C(N1)C=CC(=C2)NC(=O)NC=2C(=C1C=CC(OC1=CC2)(C)C)OC)CC 1-(2-(4-(diethylamino)phenyl)-1H-benzo[d]imidazol-5-yl)-3-(5-methoxy-2,2-dimethyl-2H-chromen-6-yl)urea